FC1=C(C=CC(=C1)C(F)(F)F)C1(CC1)C(=O)NC=1C=CC(=C(C(=O)OC)C1)C=1C=NC(=CC1)C(F)(F)F Methyl 5-[({1-[2-fluoro-4-(trifluoro-methyl) phenyl] cyclopropyl} carbonyl) amino]-2-[6-(trifluoro-methyl) pyridin-3-yl]benzoate